COC1=C(C(=O)O)C(=CC(=C1)OC)OCC1=CC(=CC=C1)Cl 2,4-dimethoxy-6-[(3-chlorobenzyl)oxy]benzoic acid